Para-hydroxybenzenepropionic acid OC1=CC=C(C=C1)CCC(=O)O